FC=1C(=C(C=CC1F)[C@@H]1[C@H](O[C@@]([C@H]1C)(C(F)(F)F)C)C(=O)NC1=CC(=[N+](C=C1)[O-])C(=O)N)O 4-[[(2S,3R,4S,5S)-3-(3,4-Difluoro-2-hydroxy-phenyl)-4,5-dimethyl-5-(trifluoromethyl)tetrahydrofuran-2-carbonyl]amino]-1-oxido-pyridin-1-ium-2-carboxamid